FC=1C(=CC=2C3=C(NC(C2C1)=O)COCC3N(C(=O)C=3SC1=C(N3)C=CC=C1)C)F N-(8,9-Difluoro-6-oxo-1,4,5,6-tetrahydro-2H-pyrano[3,4-c]isoquinolin-1-yl)-N-methylbenzo[d]thiazole-2-carboxamide